tert-butyl (S)-(2-(2-chlorophenyl)-1-(1-(difluoromethyl)-1H-pyrazol-3-yl)ethyl)carbamate ClC1=C(C=CC=C1)C[C@@H](C1=NN(C=C1)C(F)F)NC(OC(C)(C)C)=O